C1(CCCC1)NC(C1=CC=C(C(=O)NC2=CC(=CC=C2)C#CC2=NC=CC=C2)C=C1)=O N1-cyclopentyl-N4-(3-(pyridin-2-ylethynyl)phenyl)terephthalamide